(1R,2S,5S)-3-((2-chloro-2,2-difluoroacetyl)-L-leucyl)-6,6-dimethyl-3-azabicyclo[3.1.0]hexane-2-carboxylic acid ClC(C(=O)N[C@@H](CC(C)C)C(=O)N1[C@@H]([C@H]2C([C@H]2C1)(C)C)C(=O)O)(F)F